(4'S,7'S,9a'S)-4'-((S)-2-((tert-butoxycarbonyl)(methyl)amino)propanamido)-5'-oxo-2',3',4',5',9',9a'-hexahydro-7'H-spiro[cyclopentane-1,8'-pyrrolo[2,1-b][1,3]thiazepin] C(C)(C)(C)OC(=O)N([C@H](C(=O)N[C@@H]1C(N2[C@@H](SCC1)CC1(C2)CCCC1)=O)C)C